O1CCN(C2=C1C=CC=C2)N2CC=C(C1=CC=CC(=C21)C2=C(C=C(C=C2C)F)C)N2CCOCC2 N-(2,3-dihydro-1,4-benzoxazin-4-yl)-8-(4-fluoro-2,6-dimethyl-phenyl)-4-morpholino-quinoline